C(C)(C)(C)OC(N(C)C1COC(C=2N=C(C=3C=C(C(=CC3C21)F)F)OC)=O)=O N-(8,9-difluoro-6-methoxy-4-oxo-1,2-dihydropyrano[3,4-c]isoquinolin-1-yl)-N-methyl-carbamic acid tert-butyl ester